4-methyl-3-(2-pyrazolo[1,5-a]pyridine-3-ylpyrimidin-5-yl)-1H-benzimidazol-2-one CC1=CC=CC=2NC(N(C21)C=2C=NC(=NC2)C=2C=NN1C2C=CC=C1)=O